[Cl-].C(CCCCCCCCCCCCCCCCC)O[N+](C)(C)OCCCCCCCCCCCCCCCCCC N,N-bis(stearyloxy)N,N-dimethyl-ammonium chloride